{2-(3,4-Epoxycyclohexyl)ethyl}trimethoxysilane C1(CC2C(CC1)O2)CC[Si](OC)(OC)OC